(4-(5-(3,4-difluorophenyl)imidazo[2,1-b][1,3,4]thiadiazol-2-yl)phenyl)(morpholino)methanone FC=1C=C(C=CC1F)C1=CN=C2SC(=NN21)C2=CC=C(C=C2)C(=O)N2CCOCC2